C(C)C=1SC(=C(N1)C1=CC(=CC=C1)C)C1=CC(=NC=C1)NCCC1=CC=CC=C1 N-[4-[2-ethyl-4-(3-methylphenyl)-1,3-thiazol-5-yl]-2-pyridinyl]-N-(2-phenylethyl)amine